CC1=NN(C(=C1)NC1=CC=C(C=C1)C)C1=NC(=C(C(N1)=O)C)C (3-methyl-5-p-tolylamino-1H-pyrazol-1-yl)-5,6-dimethyl-4(3H)pyrimidinone